NC1=NNC(C2=C1N(N=C2[C@@H]2CN(CCC2)C(C#CC)=O)C2=CC=C(C=C2)OC2=C(C=CC=C2F)F)=O (S)-7-amino-3-(1-(but-2-ynoyl)piperidin-3-yl)-1-(4-(2,6-difluorophenoxy)phenyl)-1,5-dihydro-4H-pyrazolo[3,4-d]pyridazin-4-one